((((3-(dimethylamino) propoxy) carbonyl) oxy) methyl) propane-1,3-diylbis(2-heptylundecanoate) C(CCC(C(=O)[O-])(CCCCCCCCC)CCCCCCC)C(C(=O)OCOC(=O)OCCCN(C)C)(CCCCCCCCC)CCCCCCC